(1,2,4-triazole) isophthalate C(C1=CC(C(=O)O)=CC=C1)(=O)O.N1N=CN=C1